2,5-dimethoxy-3-hydroxy-4-methylphenethylamine COC1=C(CCN)C=C(C(=C1O)C)OC